(2-((2,3-dihydro-1H-inden-2-yl)(methyl)carbamoyl)-6-((2-hydroxyphenyl)amino)-pyridin-4-yl)carbamic acid tert-butyl ester C(C)(C)(C)OC(NC1=CC(=NC(=C1)NC1=C(C=CC=C1)O)C(N(C)C1CC2=CC=CC=C2C1)=O)=O